4-(2-(2-methylazetidin-1-yl)-6-(trifluoromethyl)pyrimidin-4-yl)piperazine CC1N(CC1)C1=NC(=CC(=N1)N1CCNCC1)C(F)(F)F